ClC=1C=C(C=C(C1)Cl)NC(=O)NC1=CC(=NC(=C1)Cl)Cl 1-(3,5-dichlorophenyl)-3-(2,6-dichloropyridin-4-yl)urea